Cl.BrC1=CNC(C2=C1N=C(N=C2NC2=CC=C(C=C2)OC2=CC=CC=C2)NC2CCN(CC2)C)=O 8-bromo-2-(1-methylpiperidin-4-ylamino)(4-phenoxyphenylamino)pyrido[4,3-d]pyrimidin-5(6H)-one hydrochloride